5-chloro-4-(6-(2,2-difluoroethoxy)pyridin-3-yl)-2-fluoroaniline ClC=1C(=CC(=C(N)C1)F)C=1C=NC(=CC1)OCC(F)F